FC1=CC2=C(N(C(CO2)=O)CC#C)C=C1N1C(N(C(N(C1=O)C)=S)C)=O 3-[7-fluoro-3-oxo-4-(prop-2-ynyl)-3,4-dihydro-2H-benzo[1,4]oxazin-6-yl]-1,5-dimethyl-6-thioxo[1,3,5]triazinan-2,4-dione